C(C)(C)(C)OC(=O)NCCOCCN(CCC(=O)OCC)C ethyl 3-{[2-(2-{[(tert-butoxy)carbonyl]amino}ethoxy)ethyl](methyl)amino}propanoate